FC(CNC=1C(=C(C=CC1)C=1C=C(C(=NC1)C(=O)N1CCOCC1)F)[N+](=O)[O-])F (5-(3-((2,2-difluoroethyl)amino)-2-nitrophenyl)-3-fluoropyridin-2-yl)(morpholin-4-yl)methanone